ClC1=CC2C(C3=CC(=C(C=C3OC2=CC1=O)O)Cl)C1=C(C(=O)O)C=CC=C1 2-(2,7-dichloro-9,9a-dihydro-6-hydroxy-3-oxo-3H-xanth-9-yl)benzoic acid